N-(4-methoxyphenyl)-3-(2-pyridyl)-2-benzyl-4,5-diphenyl-pyrrole COC1=CC=C(C=C1)N1C(=C(C(=C1C1=CC=CC=C1)C1=CC=CC=C1)C1=NC=CC=C1)CC1=CC=CC=C1